C(CCCCC)OCOCCCC(CC(CC(CC(CC(CC(C)Cl)C)C)C)C)C 14-chloro-4,6,8,10,12-pentamethylpentadecyl hexyloxymethyl ether